2-[7-(8-azabicyclo[3.2.1]oct-3-yl)-5H-pyrrolo[3,2-c]pyridazin-3-yl]-5-(1H-pyrazol-4-yl)phenol C12CC(CC(CC1)N2)C2=CNC1=C2N=NC(=C1)C1=C(C=C(C=C1)C=1C=NNC1)O